2-[18,30-dichloro-32-methyl-20-oxo-15-oxa-8,9,10,21-tetrazahexacyclo[19.5.3.216,19.13,7.06,10.024,28]dotriaconta-1(26),3(32),4,6,8,16,18,24,27,30-decaen-2-yl]-2-methylpropanoic acid ClC=1C=C2OCCCCN3N=NC4=C3C=CC(C(C3=CC=C5CCN(C(C1C(=C2)Cl)=O)CC5=C3)C(C(=O)O)(C)C)=C4C